1-(4-fluorophenyl)-N-(4-methyl-3-((3-methyl-4-oxo-3,4-dihydroquinazolin-6-yl)amino)phenyl)-5-(methylsulfinyl)-1H-pyrazole-3-carboxamide FC1=CC=C(C=C1)N1N=C(C=C1S(=O)C)C(=O)NC1=CC(=C(C=C1)C)NC=1C=C2C(N(C=NC2=CC1)C)=O